C1(CC1)CCC(=O)N1[C@@H](C2=C(CC1)NC=N2)C=2SC1=C(N2)C=C(C=C1)F (S)-3-cyclopropyl-1-(4-(5-fluorobenzo[d]thiazol-2-yl)-6,7-dihydro-1H-imidazo[4,5-c]pyridin-5(4H)-yl)propan-1-one